3-[[4-[(2R)-2-amino-4,4-dimethyl-pentoxy]-5-methyl-6-[2-methyl-6-(tetrahydropyran-4-ylmethyl)phenyl]pyrimidin-2-yl]sulfamoyl]benzoic acid N[C@@H](COC1=NC(=NC(=C1C)C1=C(C=CC=C1CC1CCOCC1)C)NS(=O)(=O)C=1C=C(C(=O)O)C=CC1)CC(C)(C)C